BrC=1C(=CC(NC1)=O)C#N 5-bromo-2-oxo-1,2-dihydropyridine-4-carbonitrile